CN(C(=O)NC1=CC=C(C=C1)OC(F)(F)F)CC1=CC=2N(C=C1)N=CC2C(=O)N 5-((1-methyl-3-(4-(trifluoromethoxy)phenyl)ureido)methyl)pyrazolo[1,5-a]pyridine-3-carboxamide